C1(CC1)S(=O)(=O)N1N=CC(=C1)C1=NC=CC(=N1)NC1=NC=C(C(=C1)N1CC(CCC1)CF)C#CC=1C=NN(C1)C 2-(1-(cyclopropylsulfonyl)-1H-pyrazol-4-yl)-N-(4-(3-(fluoromethyl)piperidin-1-yl)-5-((1-methyl-1H-pyrazol-4-yl)ethynyl)pyridin-2-yl)pyrimidin-4-amine